2-[3-(4-cyclopropylpyrazol-1-yl)-1-[2-[(1-methylpyrazol-4-yl)amino]-[1,2,4]triazolo[1,5-a]pyridin-8-yl]azetidin-3-yl]acetonitrile C1(CC1)C=1C=NN(C1)C1(CN(C1)C=1C=2N(C=CC1)N=C(N2)NC=2C=NN(C2)C)CC#N